COC=1C=CC(=C2C=CC=C(C12)S(=O)(=O)[O-])Br.[Na+] sodium 8-methoxy-5-bromonaphthalene-1-sulfonate